NC=1C(=C(C2=C(OCC(N2)=O)C1)Br)C(C1=C(C=CC(=C1)F)Cl)=O 7-amino-5-bromo-6-(2-chloro-5-fluorobenzoyl)-2H-benzo[b][1,4]oxazin-3(4H)-one